Cl.N[C@H](C(=O)O)CC1=CC=C(C=C1)C1=NOC(=N1)C1=CC=C(C=C1)CC1=CC=CC=C1 (S)-2-amino-3-(4-(5-(4-benzylphenyl)-1,2,4-oxadiazol-3-yl)phenyl)propanoic acid hydrochloride